(S)-2-(4-(4-methylpyrazolo[1,5-a]pyridin-2-yl)-6,7-dihydro-1H-imidazo[4,5-c]pyridin-5(4H)-yl)-5-(trifluoromethyl)-1,3,4-oxadiazole CC=1C=2N(C=CC1)N=C(C2)[C@H]2N(CCC1=C2N=CN1)C=1OC(=NN1)C(F)(F)F